CC1=C(C(=C(C(=C1C)OCC(C)C)C)C)O 2,3,5,6-tetramethyl-4-isobutoxyphenol